N-{3-methoxy-4-[3-(pyridin-4-yl)-1,2,4-oxadiazol-5-yl]phenyl}acetamide COC=1C=C(C=CC1C1=NC(=NO1)C1=CC=NC=C1)NC(C)=O